FC1(CN(CCC12COC1=C3CN(C(C3=CC=C12)=O)[C@@H]1C(NC(CC1)=O)=O)CC1=CC(=CC=C1)C=1C=NN(C1)C)F (3S)-3-(3',3'-difluoro-1'-(3-(1-methyl-1H-pyrazol-4-yl)benzyl)-6-oxo-6,8-dihydro-2H,7H-spiro[furo[2,3-e]isoindole-3,4'-piperidin]-7-yl)piperidine-2,6-dione